(3S)-1-[rac-(2R)-2-[[4-(2,6-dimethylphenyl)-2-methyl-7-quinolyl]oxy]propanoyl]piperidine-3-sulfonamide CC1=C(C(=CC=C1)C)C1=CC(=NC2=CC(=CC=C12)O[C@@H](C(=O)N1C[C@H](CCC1)S(=O)(=O)N)C)C |&1:19|